COC1=CC=C2N=C(C=NC2=C1)C1=CC=CC=C1 7-methoxy-3-phenylquinoxaline